1-(2,4-difluoro-3-methoxyphenyl)-2,5-dimethyl-6-oxo-1,6-dihydropyrimidin-4-yl-4-methylbenzene-1-sulfonic acid FC1=C(C=CC(=C1OC)F)N1C(=NC(=C(C1=O)C)C1=C(C=CC(=C1)C)S(=O)(=O)O)C